C(#N)CCNC(C1=NC=C(C=C1)C1=CC=CC=2N1N=CC2C(=O)N2CCCCC2)=O N-(2-cyanoethyl)-5-(3-(piperidine-1-carbonyl)pyrazolo[1,5-a]pyridin-7-yl)picolinamide